3-amino-N-[(6S)-2-[(3S,4S)-3-amino-4-methoxypyrrolidin-1-yl]-5,6,7,8-tetrahydroquinazolin-6-yl]-4,6-dimethylthieno[2,3-b]pyridine-2-carboxamide NC1=C(SC2=NC(=CC(=C21)C)C)C(=O)N[C@@H]2CC=1C=NC(=NC1CC2)N2C[C@@H]([C@H](C2)OC)N